4-bromo-5-(methoxycarbonyl)picolinic acid BrC1=CC(=NC=C1C(=O)OC)C(=O)O